ClC1=NC=C(C(=N1)NCC1=C(C=CC(=C1)Cl)OC)C(=O)N 2-chloro-4-((2-methoxy-5-chlorobenzyl)amino)pyrimidin-5-carboxamide